CCCC(CCCCCCCCCCCC)C=1C(=C(C=CC1)C(O)C1=C(C(=CC=C1)C(CCC)CCCCCCCCCCCC)C(CCC)CCCCCCCCCCCC)C(CCC)CCCCCCCCCCCC bis(bis(4-hexadecyl)phenyl)methanol